4-(2-((2,7-Dimethyl-[1,2,4]triazolo[1,5-a]pyridin-6-yl)amino)-7-methyl-8-oxo-7,8-dihydro-9H-purin-9-yl)tetrahydro-2H-pyran-4-carbonitrile CC1=NN2C(C=C(C(=C2)NC2=NC=C3N(C(N(C3=N2)C2(CCOCC2)C#N)=O)C)C)=N1